2-(4-allyl-2-(2-methyl-1H-benzimidazol-5-yl)phenyl)propane-2-ol C(C=C)C1=CC(=C(C=C1)C(C)(C)O)C1=CC2=C(NC(=N2)C)C=C1